(Isopropylthio)-3-nitroaniline C(C)(C)SNC1=CC(=CC=C1)[N+](=O)[O-]